5-{2-[3-(1,3-dioxolan-2-yl)-4-[(4-methoxyphenyl)methoxy]phenyl]ethynyl}-N2-{2-methoxy-4-[4-(4-methylpiperazin-1-yl)piperidin-1-yl]phenyl}-N4-phenylpyrimidine-2,4-diamine O1C(OCC1)C=1C=C(C=CC1OCC1=CC=C(C=C1)OC)C#CC=1C(=NC(=NC1)NC1=C(C=C(C=C1)N1CCC(CC1)N1CCN(CC1)C)OC)NC1=CC=CC=C1